S(=O)(=O)(O)[O-].C(CCC)[NH3+] butyl-ammonium hydrogensulphate